(6-((2-((4-fluoro-2-methoxy-5-nitrophenyl)amino)pyrimidin-4-yl)amino)quinoxalin-5-yl)dimethylphosphine FC1=CC(=C(C=C1[N+](=O)[O-])NC1=NC=CC(=N1)NC=1C(=C2N=CC=NC2=CC1)P(C)C)OC